(3R,4R)-4-{[5-(2,4-difluoro-phenyl)-isoxazole-3-carbonyl]-amino}-1-((1R,2S)-2-ethyl-cyclopentyl)-piperidine-3-carboxylic acid dimethylamide CN(C(=O)[C@@H]1CN(CC[C@H]1NC(=O)C1=NOC(=C1)C1=C(C=C(C=C1)F)F)[C@H]1[C@H](CCC1)CC)C